ClC=1C(=C(C(=O)O)C(=CC1C(F)(F)F)F)C 3-chloro-6-fluoro-2-methyl-4-(trifluoromethyl)benzoic acid